(6-(8-(2-Bromophenethyl)-7-methyl-2,6-dioxo-1-(prop-2-yn-1-yl)-1,2,6,7-tetrahydro-3H-purin-3-yl)hexyl)phosphonic acid BrC1=C(CCC2=NC=3N(C(N(C(C3N2C)=O)CC#C)=O)CCCCCCP(O)(O)=O)C=CC=C1